[Si](C)(C)(C(C)(C)C)O[C@@H](CNC(OC(C)(C)C)=O)C[C@@H](O)C=1C=NC=C(C1Cl)Cl tert-butyl ((2R,4R)-2-((tert-butyldimethylsilyl)oxy)-4-(4,5-dichloropyridin-3-yl)-4-hydroxybutyl)carbamate